diethoxyhydroxyethyl-methyl-ammonium C(C)O[N+](C)(CCO)OCC